C(C)N(C(=O)C1=C(OC2=C(N=CN=N2)N2CC3(CN(C3)[C@H](CCCNC(OC(C)(C)C)=O)C(C)C)CC2)C=CC(=C1)F)C(C)C tert-butyl (R)-(4-(6-(6-(2-(ethyl(isopropyl)carbamoyl)-4-fluorophenoxy)-1,2,4-triazin-5-yl)-2,6-diazaspiro[3.4]octan-2-yl)-5-methylhexyl)carbamate